C1=CC(=CC=C1OC2=CC(=C(C=C2)C(=O)O)C(=O)O)SC3=CC=C(C=C3)OC4=CC(=C(C=C4)C(=O)O)C(=O)O 4,4'-bis(3,4-Dicarboxyphenoxy)diphenylsulfide